[N+](=O)([O-])C=1C(=C(C=CC1)C(C)=O)OCC(F)(F)F 1-(3-Nitro-2-(2,2,2-trifluoroethoxy)phenyl)ethan-1-one